CC1(OB(OC1(C)C)C1=COC2=C1C=CC=C2)C 3-(4,4,5,5-tetramethyl-1,3,2-dioxaborolan-2-yl)-1-benzofuran